CC1(OB(OC1(C)C)C=1C=NN(C1)CC#N)C 2-(4-(4,4,5,5-tetramethyl-1,3,2-dioxaborolane-2-yl)-1H-pyrazol-1-yl)acetonitrile